4-[8-[2-[tert-butyl-(dimethyl)silyl]oxyethyl]-2-methylsulfonyl-7-oxo-pyrido[2,3-d]pyrimidin-6-yl]-8-methyl-2,3-dihydroquinoxaline-1-carboxylic acid tert-butyl ester C(C)(C)(C)OC(=O)N1CCN(C2=CC=CC(=C12)C)C1=CC2=C(N=C(N=C2)S(=O)(=O)C)N(C1=O)CCO[Si](C)(C)C(C)(C)C